3-methyl-2-{[(3R,6R)-6-methyl-{[6-(methylsulfanyl)-2-(2H-1,2,3-triazol-2-yl)pyridin-3-yl]carbonyl}piperidin-3-yl]oxy}pyridine-4-carbonitrile CC=1C(=NC=CC1C#N)O[C@H]1CN([C@@H](CC1)C)C(=O)C=1C(=NC(=CC1)SC)N1N=CC=N1